6-chloro-3-methyl-3-(2,2,2-trifluoroethyl)-2H-imidazo[1,5-a]pyridine-1,5-dione ClC1=CC=C2N(C1=O)C(NC2=O)(CC(F)(F)F)C